(E)-N-((8-chloro-5-(1,1-dioxidothiomorpholino)imidazo[1,5-a]pyridin-6-yl)methylene)-2-methylpropane-2-sulfinamide ClC=1C=2N(C(=C(C1)\C=N\S(=O)C(C)(C)C)N1CCS(CC1)(=O)=O)C=NC2